(6-bromo-5-methyl-3-pyridyl)-[4-(5-methyloxazolo[4,5-b]pyridin-2-yl)piperazin-1-yl]methanone BrC1=C(C=C(C=N1)C(=O)N1CCN(CC1)C=1OC=2C(=NC(=CC2)C)N1)C